CC1=NNC(=C1NC(=O)CCC(C(=O)O)=C)C.C1(=C(C(=CC=C1)C)C)NC(=N)N 1-(2,3-xylyl)guanidine 2-[(3,5-dimethylpyrazolyl)carbamoyl]ethyl-acrylate